CC1=CC=2N(C=C1N)C=NN2 7-Methyl-[1,2,4]triazolo[4,3-a]pyridin-6-amine